4-(tert-butoxycarbonylamino)-3-hydroxy-2,2-dimethyl-3,4-dihydro-2H-pyrano[2,3-b]pyridine-6-carboxylic acid C(C)(C)(C)OC(=O)NC1C(C(OC2=NC=C(C=C21)C(=O)O)(C)C)O